O(S(=O)(=O)C(F)(F)F)C=1N=CC2=CC=NC(=C2C1)OC 5-methoxy-2,6-naphthyridin-3-yl triflate